glyceryl tris(12-hydroxystearate) CCCCCCC(CCCCCCCCCCC(=O)OCC(COC(=O)CCCCCCCCCCC(CCCCCC)O)OC(=O)CCCCCCCCCCC(CCCCCC)O)O